OOC(CCCCCCC\C=C/CCCCCCCCCCC1=C(C=CC2=C(C3=CC=CC=C3C(=C12)OC(=O)OCCCCCC)OC(=O)OCCCCCC)C)=O 2-methyl-9,10-bis(n-hexoxycarbonyloxy)anthracenegadoleic acid hydroxy ester